OC1=CC=CC=2C=3N(C(=NC12)N[C@H]1C(NCCCC1)=O)N=C(N3)C3=CC=C(C=C3)OC (3R)-3-{[7-hydroxy-2-(4-methoxyphenyl)[1,2,4]triazolo[1,5-c]quinazolin-5-yl]amino}azepan-2-one